CC1(C(=NC=2C=CC3=C(C12)C=CC=C3)\C=C\C3=CC(=C(C=C3)C)[N+](=O)[O-])C 1,1-Dimethyl-2-[(E)-2-(4-methyl-3-nitrophenyl)ethenyl]-1H-benzo[e]indole